(RS)-4-methoxy-1-[6-[3-(trifluoromethyl)phenyl]pyrazolo[4,3-b]pyridin-1-yl]butan-2-ol COCC[C@H](CN1N=CC2=NC=C(C=C21)C2=CC(=CC=C2)C(F)(F)F)O |r|